NC(CN1CC2=CC(=CC=C2C(C1)C)C(=O)NC=1C=NC=C(C1)C(C)C)=O 2-(2-amino-2-oxo-ethyl)-N-(5-isopropyl-3-pyridyl)-4-methyl-3,4-dihydro-1H-isoquinoline-7-carboxamide